FC1=C(C(=CC(=C1F)F)F)[B-](C1=C(C(=C(C=C1F)F)F)F)(C1=C(C(=C(C=C1F)F)F)F)C1=C(C(=C(C=C1F)F)F)F.C[NH+](C(C)(C)C)C dimethyl-(tert-butyl)ammonium tetrakis(2,3,4,6-tetrafluorophenyl)borate